O=C1N2CCC2SC1C(=O)[O-] oxo-4-thia-1-azabicyclo[3.2.0]heptane-3-carboxylate